(bromomethyl)-3-methoxybenzene BrCC1=CC(=CC=C1)OC